tert-butyl 4-[7-({8-fluoro-2-methylimidazo[1,2-a]pyridin-6-yl} carbamoyl)-2-[(3-hydroxy oxetan-3-yl)methyl]indazol-4-yl]piperazine-1-carboxylate FC=1C=2N(C=C(C1)NC(=O)C1=CC=C(C3=CN(N=C13)CC1(COC1)O)N1CCN(CC1)C(=O)OC(C)(C)C)C=C(N2)C